COC=1C(=C(O[C@@H]2O[C@@H]([C@H]([C@@H]([C@@H]2CC(=O)N)O)O)CO)C=C(C1)OC)C(C=CC1=CC=C(C=C1)OC)=O [(2S,3S,4R,5S,6R)-2-[3,5-Dimethoxy-2-[3-(4-methoxyphenyl)prop-2-enoyl]phenoxy]-4,5-dihydroxy-6-(hydroxymethyl)oxan-3-yl]acetamide